BrC1=C(C2=C(OCO2)C=C1)C(=O)O 5-bromobenzo[d][1,3]dioxole-4-carboxylic acid